6-amino-7-(3-methoxy-2,6-dimethylphenyl)-2-methyl-4-((trimethylsilyl)ethynyl)-7H-pyrrolo[2,3-d]pyrimidine-5-carboxamide NC1=C(C2=C(N=C(N=C2C#C[Si](C)(C)C)C)N1C1=C(C(=CC=C1C)OC)C)C(=O)N